C(C)(C)[Si](C#CC(=O)O)(C(C)C)C(C)C 3-(triisopropylsilyl)propiolic acid